cyclohexyl 2-methyl-2-propanecarbamate CC(C)(C)NC(=O)OC1CCCCC1